CC1=CC(=NC(=N1)N1C[C@@H](CC1)COC1=C(C=CC=C1)C(F)(F)F)C(=O)OC |r| (±)-methyl 6-methyl-2-(3-((2-(trifluoromethyl)phenoxy)methyl)pyrrolidin-1-yl)pyrimidine-4-carboxylate